NC1=C2N=C(N(C2=NC(=N1)C#CCCCC)[C@@H]1SC[C@H]([C@H]1O)O)C=1NC=CC1 (2R,3R,4S)-2-(6-amino-2-(hex-1-yn-1-yl)-8-(1H-pyrrol-2-yl)-9H-purin-9-yl)tetrahydrothiophene-3,4-diol